3-Mercaptopropyldimethylmethoxysilan SCCC[Si](OC)(C)C